[Cl-].[Cl-].C[Si](C)=[Zr+2](C1C(=CC2=C(C(=C(C=C12)C(C)(C)C)OC)C1=CC(=CC(=C1)C)C)C)C1C(=CC2=C(C=3CCCC3C(=C12)C1=CC(=CC(=C1)C)C)C1=CC(=CC(=C1)C)C)C Trans-dimethylsilylidene[2-methyl-4,8-bis(3,5-dimethylphenyl)-1,5,6,7-tetrahydro-s-indacen-1-yl][2-methyl-4-(3,5-dimethylphenyl)-5-methoxy-6-tert-butylinden-1-yl]zirconium dichloride